F[C@H]1[C@H](C1)C(=O)NC=1SC2=C(C=C(C=3N2N=CN3)C=3C=NC(=CC3C)[C@@H](CC)O)N1 (1R,2R)-2-fluoro-N-(5-(6-((R)-1-hydroxypropyl)-4-methylpyridin-3-yl)thiazolo[4,5-e][1,2,4]triazolo[1,5-a]pyridin-2-yl)cyclopropane-1-carboxamide